CC1(C2CCC1(C(=O)C2)C=O)C oxocamphor